NC=1C=C(C=C(C1)N)B(O)O 3,5-DIAMINOPHENYL-BORONIC ACID